CCCCCCCCCCCCCCCCCCCC(=O)O n-Eicosanoic acid